6-amino-N-[5-[3-(3,3-dimethylbutoxy)-5-fluorophenyl]-4-[2-methyl-6-(trifluoromethyl)phenyl]-1,3-thiazol-2-yl]pyridine-2-sulfonamide NC1=CC=CC(=N1)S(=O)(=O)NC=1SC(=C(N1)C1=C(C=CC=C1C(F)(F)F)C)C1=CC(=CC(=C1)F)OCCC(C)(C)C